FC(C(=O)O)(F)F.COC1=NC=CC2=C1N=C(N=C2N2CCC1(CCNC1)CC2)C2=CC=NC=C2 8-methoxy-2-(pyridin-4-yl)-4-(2,8-diazaspiro[4.5]decan-8-yl)pyrido[3,4-d]pyrimidine trifluoroacetate